N-({5-[5-(difluoromethyl)-1,3,4-oxadiazol-2-yl]-1,3-thiazol-2-yl}methyl)-N-[6-(difluoromethyl)pyridin-2-yl]methanesulfonamide FC(C1=NN=C(O1)C1=CN=C(S1)CN(S(=O)(=O)C)C1=NC(=CC=C1)C(F)F)F